N-(4-((2-(2,6-dioxopiperidin-3-yl)-1-oxoisoindolin-4-yl)(pentyl)amino)butyl)butyramide O=C1NC(CCC1N1C(C2=CC=CC(=C2C1)N(CCCCNC(CCC)=O)CCCCC)=O)=O